zinc (p-toluenesulfonyl)sulfonate isopropyl-(S)-2-((S)-2,4-bis(methylthio)butanamido)-6-diazo-5-oxohexanoate C(C)(C)OC([C@H](CCC(C=[N+]=[N-])=O)NC([C@H](CCSC)SC)=O)=O.CC1=CC=C(C=C1)S(=O)(=O)S(=O)(=O)[O-].[Zn+2].CC1=CC=C(C=C1)S(=O)(=O)S(=O)(=O)[O-]